(7-phenyl-3-(5-((2-(trifluoromethyl)pyridin-3-yl)thio)-1H-imidazo[4,5-b]pyrazin-2-yl)-3-azabicyclo[4.1.0]heptan-7-yl)methanamine C1(=CC=CC=C1)C1(C2CCN(CC12)C1=NC=2C(=NC=C(N2)SC=2C(=NC=CC2)C(F)(F)F)N1)CN